Ethyl 2-[(1R,3R)-3-[(2S,3S)-2-{[(2R,4R)-1,4-dimethylpiperidin-2-yl]formamido}-N-hexyl-3-methylpentanamido]-1-hydroxy-4-methylpentyl]-1,3-thiazole-4-carboxylate CN1[C@H](C[C@@H](CC1)C)C(=O)N[C@H](C(=O)N(CCCCCC)[C@H](C[C@@H](O)C=1SC=C(N1)C(=O)OCC)C(C)C)[C@H](CC)C